(S)-(1-(6-(Benzyloxy)-5-(trifluoromethyl)pyridin-3-yl)pyrrolidin-2-yl)methyl (4-nitrophenyl) carbonate C(OC[C@H]1N(CCC1)C=1C=NC(=C(C1)C(F)(F)F)OCC1=CC=CC=C1)(OC1=CC=C(C=C1)[N+](=O)[O-])=O